Methanesulfonic acid [4-(tert-butoxycarbonylamino) cyclohexyl] ester C(C)(C)(C)OC(=O)NC1CCC(CC1)OS(=O)(=O)C